F[P-](F)(F)(F)(F)F.N1(N=NC2=C1C=CC=C2)O[P+](N2CCCC2)(N2CCCC2)N2CCCC2 benzotriazole-1-yl-oxytrispyrrolidinyl-phosphorus hexafluorophosphate